(E)-octadec-9-enoate C(CCCCCCC\C=C\CCCCCCCC)(=O)[O-]